6-(trifluoromethyl)chroman-4-one FC(C=1C=C2C(CCOC2=CC1)=O)(F)F